ClC=1C=C2C(=NC=NC2=C(C1)C(F)(F)F)N[C@@H](C)C=1N(N=CN1)C=1SC(=CN1)[N+](=O)[O-] 6-chloro-N-[(1S)-1-[2-(5-nitrothiazol-2-yl)-1,2,4-triazol-3-yl]ethyl]-8-(trifluoromethyl)quinazolin-4-amine